tert-butyl 4-[5-[3-[2,6-difluoro-3-(propyl sulfonyl amino)benzoyl]-1H-pyrrolo[2,3-b]pyridin-5-yl]-2-pyridyl]piperazine-1-carboxylate FC1=C(C(=O)C2=CNC3=NC=C(C=C32)C=3C=CC(=NC3)N3CCN(CC3)C(=O)OC(C)(C)C)C(=CC=C1NS(=O)(=O)CCC)F